trans-sulphate S(=O)(=O)([O-])[O-]